stearyl-3,5-di-tert-butyl-4-hydroxyphenyl propionate C(CC)(=O)OC1=C(C(=C(C(=C1)C(C)(C)C)O)C(C)(C)C)CCCCCCCCCCCCCCCCCC